1-(2-oxo-2-(5-(4-(trifluoromethyl)phenoxy)-3,4-dihydroisoquinolin-2(1H)-yl)ethyl)urea O=C(CNC(=O)N)N1CC2=CC=CC(=C2CC1)OC1=CC=C(C=C1)C(F)(F)F